C(C=CCCCCC#CCCCCCCCC)(=O)O heptadecen-8-ynoic acid